FC1=CC=C(C=C1)N1NC=C2C=C3C(C=C12)=C(C(=N3)C3CCOCC3)C=3C=NC(=CC3)OC (4-fluorophenyl)-7-(6-methoxy-3-pyridyl)-6-tetrahydropyran-4-yl-1H-pyrrolo[2,3-f]indazole